6-(hydroxy-3,5-di-tert-butylanilino)-2,4-bis(octylthio)-1,3,5-triazine ON(C1=CC(=CC(=C1)C(C)(C)C)C(C)(C)C)C1=NC(=NC(=N1)SCCCCCCCC)SCCCCCCCC